Octane-8-carboxylic acid methyl ester hydrochloride Cl.COC(=O)CCCCCCCC